N1CCC[C@]12CN(CC2)C2=C1C(=NC=C2)NC=C1C=1SC=CN1 2-[4-[(5S)-1,7-diazaspiro[4.4]nonan-7-yl]-1H-pyrrolo[2,3-b]pyridin-3-yl]thiazole